BrC1=NN2C(C(N(CC2)C2=C(C=C(C=C2)C2=NC3=CC=C(N=C3C=C2)C(F)(F)F)C)=O)=C1C 2-bromo-3-methyl-5-(2-methyl-4-(6-(trifluoromethyl)-1,5-naphthyridin-2-yl)phenyl)-6,7-dihydropyrazolo[1,5-a]pyrazin-4(5H)-one